C(C)N(CC)C N,N-diethylmethyl-amine